O(C1=CC=CC=C1)C1=CC=C(C=C1)N1C=CC2=CC=CC=C12 1-(4-phenoxyphenyl)-1H-indole